2-(3,5-dichloro-4-(4-(3-fluoro-5-methoxybenzoyl)-2,6-dimethylphenyloxy)phenoxy)acetic acid ClC=1C=C(OCC(=O)O)C=C(C1OC1=C(C=C(C=C1C)C(C1=CC(=CC(=C1)OC)F)=O)C)Cl